1-methyl-5-(((3s,5r)-3-methyl-5-(4-methyl-1-oxo-1,3-dihydroisobenzofuran-5-yl)piperazin-1-yl)methyl)-1,3-dihydro-2H-imidazol-2-one TFA salt OC(=O)C(F)(F)F.CN1C(NC=C1CN1C[C@@H](N[C@@H](C1)C=1C(=C2COC(C2=CC1)=O)C)C)=O